C(C1=CC=CC=C1)OC1=NC(=CC=C1C1=NN(C2=C(C(=C(C=C12)F)C=1CCN(CC1)CC1C(CN(CC1)C(=O)OC(C)(C)C)(F)F)F)C)OCC1=CC=CC=C1 tert-butyl 4-[[4-[3-(2,6-dibenzyloxy-3-pyridyl)-5,7-difluoro-1-methyl-indazol-6-yl]-3,6-dihydro-2H-pyridin-1-yl]methyl]-3,3-difluoro-piperidine-1-carboxylate